(S)-1-Acetyl-N-(5-((3-fluoro-5-(trifluoromethyl)pyridin-2-yl)oxy)-2-methoxyphenyl)pyrrolidine-2-carboxamide C(C)(=O)N1[C@@H](CCC1)C(=O)NC1=C(C=CC(=C1)OC1=NC=C(C=C1F)C(F)(F)F)OC